6-(4-isopropyl-3-(pyridin-4-yl)-1H-pyrazol-5-yl)-8-methyl-[1,2,4]triazolo[1,5-a]pyridine C(C)(C)C=1C(=NNC1C=1C=C(C=2N(C1)N=CN2)C)C2=CC=NC=C2